FC1=CC=C(C=C1)C=1N=C2N(CCN(C2)C)C1C1=NC(=NC=C1)N 4-(2-(4-fluorophenyl)-7-methyl-5,6,7,8-tetrahydroimidazo[1,2-a]pyrazin-3-yl)pyrimidin-2-amine